BrC=1C=C2CCC(CC2=CC1C)=O 6-bromo-7-methyl-3,4-dihydronaphthalen-2(1H)-one